N-(5-(4-(ethylcarbamoyl)-2-methylphenyl)thiazolo[5,4-b]pyridin-2-yl)-5-(2-methoxyphenyl)pyridazine-4-carboxamide tri-n-butyl-Acetylcitrate C(CCC)C(C(C(C(=O)O)(C(C)=O)CCCC)(O)C(=O)O)(C(=O)O)CCCC.C(C)NC(=O)C1=CC(=C(C=C1)C1=CC=C2C(=N1)SC(=N2)NC(=O)C2=CN=NC=C2C2=C(C=CC=C2)OC)C